C(C)(C)(C)C1=C([NH+]=C(N1)C(=O)[O-])C(C)(C)C Bis(tert-butyl)-imidazolium-2-carboxylat